3-bromocarbazole BrC=1C=CC=2NC3=CC=CC=C3C2C1